O[C@](CN1N=CC(=C1)C#N)(C)[C@H]1CC[C@H]([C@H]2[C@@H]3CC[C@@H]4C[C@](CC[C@@H]4[C@H]3CC[C@]12C)(COC)O)C 1-((R)-2-hydroxy-2-((1S,4R,4aS,4bR,6aR,8R,10aS,10bR,12aS)-8-hydroxy-8-(methoxymethyl)-4,12a-dimethyloctadecahydrochrysen-1-yl)propyl)-1H-pyrazole-4-carbonitrile